OCCC(CC(=O)OC)C#C[Si](C(C)C)(C(C)C)C(C)C methyl 3-(2-hydroxyethyl)-5-(triisopropylsilyl)pent-4-ynoate